(Bicyclo[1.1.1]pent-1-yl)-1-(2-methoxypyrimidin-5-yl)-1-((5-(trifluoromethyl)-1H-pyrazol-3-yl)methyl)urea C12(CC(C1)C2)NC(N(CC2=NNC(=C2)C(F)(F)F)C=2C=NC(=NC2)OC)=O